N-(1,3-dioxoisoindolin-2-yl)-N-methyl-4-phenylpicolinamide O=C1N(C(C2=CC=CC=C12)=O)N(C(C1=NC=CC(=C1)C1=CC=CC=C1)=O)C